3-hydroxy-3'-nitro-2-naphthanilide OC=1C(=CC2=CC=CC=C2C1)C(=O)NC1=CC(=CC=C1)[N+](=O)[O-]